6-{5-chloro-2-[(oxan-4-yl)amino]pyrimidin-4-yl}-2-{2-[(1R)-5-(hydroxymethyl)-1-methyl-1,2,3,4-tetrahydroisoquinolin-2-yl]-2-oxoethyl}-2,3-dihydro-1H-isoindol-1-one ClC=1C(=NC(=NC1)NC1CCOCC1)C1=CC=C2CN(C(C2=C1)=O)CC(=O)N1[C@@H](C2=CC=CC(=C2CC1)CO)C